C(CCC)[Sn](C1=C(N=NC(=C1)OC)Cl)(CCCC)CCCC tributyl-(3-chloro-6-methoxy-pyridazin-4-yl)stannane